(3R)-3-amino-7-(5-tert-butyl-1,3,4-oxadiazol-2-yl)-8-fluoro-5-[(3-fluoro-4-methylsulfonyl-phenyl)methyl]-1,1-dioxo-2,3-dihydro-1λ6,5-benzothiazepin-4-one N[C@H]1CS(C2=C(N(C1=O)CC1=CC(=C(C=C1)S(=O)(=O)C)F)C=C(C(=C2)F)C=2OC(=NN2)C(C)(C)C)(=O)=O